NCCCNC1=NC2=CC=CC=C2C2=C1SC=1C=CC(=CC1C2=O)F 6-(3-aminopropylamino)-10-fluoro-12H-thiochromeno[2,3-c]quinolin-12-one